(±)-cis-N-[8-chloro-6-(2-methoxy-4-methyl-3-pyridyl)-3-isoquinolyl]-2-fluoro-cyclopropanecarboxamide ClC=1C=C(C=C2C=C(N=CC12)NC(=O)[C@H]1[C@H](C1)F)C=1C(=NC=CC1C)OC |r|